CC1=NC(=CC=C1O[C@@H]1C[C@H](CCC1)C(=O)O)C=1N=NN(C1COC(N(CCC)C)=O)C (1S,3S)-3-((2-methyl-6-(1-methyl-5-(((methyl(propyl)carbamoyl)-oxy)methyl)-1H-1,2,3-triazol-4-yl)pyridin-3-yl)oxy)cyclohexane-1-carboxylic acid